C1(CC1)C=1N=CN(C1)C1=CC(=NC=C1C(F)F)C(=O)O 4-(4-cyclopropyl-1H-imidazol-1-yl)-5-(difluoromethyl)pyridine-2-carboxylic acid